O[C@@H]1C[C@H](N(C1)C)C(=O)O (2s,4r)-4-hydroxy-1-methyl-pyrrolidine-2-carboxylic acid